BrC1=CC=CN2C(=CC=C12)C(=O)C=1C=C(C=C(C#N)C1)C 5-(8-bromoindolizine-3-carbonyl)-3-methylbenzonitrile